The molecule is an organic heterobicyclic compound that is 3,4,4a,5,6,8a-hexahydro-2H-1-benzopyran substituted by methyl groups at positions 2, 5, 5 and 8a respectively. It has a role as a metabolite. It is an organic heterobicyclic compound and an oxacycle. C[C@H]1CC[C@H]2[C@@](O1)(C=CCC2(C)C)C